(3-(3-(2,3-dichlorophenyl)-1H-pyrazolo[3,4-b]pyrazin-6-yl)-7-(2-fluorophenyl)-3-azabicyclo[4.1.0]heptan-7-yl)methanamine ClC1=C(C=CC=C1Cl)C1=NNC2=NC(=CN=C21)N2CC1C(C1CC2)(C2=C(C=CC=C2)F)CN